2-(1-isobutyl-1H-benzo[d][1,2,3]triazol-5-yl)-4-methoxybenzo[d]oxazole C(C(C)C)N1N=NC2=C1C=CC(=C2)C=2OC1=C(N2)C(=CC=C1)OC